methyl 6-[2,6-difluoro-4-(tetrahydro-2H-pyran-3-yloxy) phenyl]-5-fluoropyridine-2-carboxylate FC1=C(C(=CC(=C1)OC1COCCC1)F)C1=C(C=CC(=N1)C(=O)OC)F